CN1N=CC(=C1)C=1C=C(C=C(C1)C=1C=NN(C1)C)[C@@H](C)NC(C1=C(C=CC(=C1)OC[C@H]1N(CCC1)C)C)=O N-((R)-1-(3,5-bis(1-methyl-1H-pyrazol-4-yl)phenyl)ethyl)-2-methyl-5-(((S)-1-methylpyrrolidin-2-yl)methoxy)benzamide